S1C=C(C=C1)C(=O)NC=1C=CC2=C(C(=CO2)C2=CCN3CCCC3C2)C1 5-(3-thienoyl)amino-3-(1,2,3,4,5,8-hexahydroindolizin-7-yl)-benzofuran